FC(C1=NN=C(S1)NC(=O)C1=NN2C(C(N(CC2)CC=2C(=NC(=CC2)Br)C)=O)=C1C1CC1)F 5-(6-Bromo-2-methylpyridin-3-ylmethyl)-3-cyclopropyl-4-oxo-4,5,6,7-tetrahydropyrazolo[1,5-a]pyrazine-2-carboxylic acid (5-difluoromethyl-[1,3,4]thiadiazol-2-yl) amide